ClC=1C(=NC(=NC1)NC1=NC=C(C=C1)N1CCN(CC1)C)NC1=CC=C(C=C1)C(C)C 5-chloro-N4-(4-isopropylphenyl)-N2-(5-(4-methylpiperazin-1-yl)pyridin-2-yl)pyrimidine-2,4-diamine